(E)-2-((7-azabicyclo[2.2.1]heptan-7-yl)methyl)-3,6-difluorobenzamide oxime C12CCC(CC1)N2CC2=C(\C(\N)=N/O)C(=CC=C2F)F